1,8-Dihydroxy-6-methoxy-2-[(6-O-β-d-xylopyranosyl-β-d-glucopyranosyl)oxy]-9H-xanthen-9-one OC1=C(C=CC=2OC3=CC(=CC(=C3C(C12)=O)O)OC)O[C@H]1[C@H](O)[C@@H](O)[C@H](O)[C@H](O1)CO[C@H]1[C@H](O)[C@@H](O)[C@H](O)CO1